3-(4-alpha-methoxyethylphenyl)-3-methyl-1-bromobutane COC(C)C1=CC=C(C=C1)C(CCBr)(C)C